rel-6-fluoro-4-methyl-3-(2-methyl-6-{[(1r,4r)-4-(trifluoromethyl)cyclohexyl]oxy}pyrimidin-4-yl)-1H,4H,5H-pyrrolo[3,2-b]pyridin-5-one FC1=CC2=C(N(C1=O)C)C(=CN2)C2=NC(=NC(=C2)OC2CCC(CC2)C(F)(F)F)C